Fmocproline C(=O)(OCC1C2=CC=CC=C2C2=CC=CC=C12)N1[C@@H](CCC1)C(=O)O